C1(CCC1)NC(=O)C1=NC=CN=C1N1CCNCC1 N-cyclobutyl-3-(piperazin-1-yl)pyrazine-2-carboxamide